azido-5'-methyl-3'H-spiro[cyclopropane-1,2'-pyrido[3,2-b][1,4]oxazepine]-4'(5'H)-one N(=[N+]=[N-])C1C(N(C2=C(OC13CC3)C=CC=N2)C)=O